eicosan-1,2-diol C(C(CCCCCCCCCCCCCCCCCC)O)O